benzyl 4-[3-(4-[3,8-diazabicyclo[3.2.1]octan-8-yl]pyridin-2-yl)propyl]piperazine-1-carboxylate hydrochloride Cl.C12CNCC(CC1)N2C2=CC(=NC=C2)CCCN2CCN(CC2)C(=O)OCC2=CC=CC=C2